ClC1=C(N=CC=2N1N=C(N2)N[C@@H]2[C@@H](COCC2)F)C=2C=NN(C2)C(C)OCC 5-chloro-6-(1-(1-ethoxyethyl)-1H-pyrazol-4-yl)-N-((3S,4S)-3-fluorotetrahydro-2H-pyran-4-yl)-[1,2,4]triazolo[1,5-a]pyrazin-2-amine